Cl.CN(C(=O)[C@H]1NCCC1)C1=CC=C2C(=N1)N(C=C2)C (2S)-N-methyl-N-(1-methylpyrrolo[2,3-b]pyridin-6-yl)pyrrolidine-2-carboxamide hydrochloride